COC=1C=C2CCN(CC2=CC1NC1=NC=2C=C(C=C(C2C=N1)N)OC=1C=C2CCNCC2=CC1)C N~2~-(6-methoxy-2-methyl-1,2,3,4-tetrahydroisoquinolin-7-yl)-7-[(1,2,3,4-tetrahydroisoquinolin-6-yl)oxy]quinazoline-2,5-diamine